FC1(C(NC2=C(O1)C=C(C(=C2)C2=C(C(=CC(=C2F)F)F)F)F)=O)F 2,2,7-trifluoro-6-(2,3,5,6-tetrafluorophenyl)-2H-benzo[b][1,4]oxazin-3(4H)-one